tert-Butyl (1R,5S)-3-((R or S)-6-chloro-8-fluoro-7-(3-hydroxynaphthalen-1-yl)-2-(4-methylpiperazin-1-yl)quinazolin-4-yl)-3,8-diazabicyclo[3.2.1]octane-8-carboxylate ClC=1C=C2C(=NC(=NC2=C(C1C1=CC(=CC2=CC=CC=C12)O)F)N1CCN(CC1)C)N1C[C@H]2CC[C@@H](C1)N2C(=O)OC(C)(C)C